COC(=O)C1=CC(=NN1CC#N)C (cyanomethyl)-3-methyl-1H-pyrazole-5-carboxylic acid methyl ester